4-amino-7-fluoro-8-(4-methoxypyridin-3-yl)-N-propylisoquinoline-3-carboxamide NC1=C(N=CC2=C(C(=CC=C12)F)C=1C=NC=CC1OC)C(=O)NCCC